butane chloroformate ClC(=O)O.CCCC